tert-butyl 1-((methanesulfonyl)methyl)-3-triphenylmethyl-3,8-diazabicyclo[3.2.1]octan-8-carboxylate CS(=O)(=O)CC12CN(CC(CC1)N2C(=O)OC(C)(C)C)C(C2=CC=CC=C2)(C2=CC=CC=C2)C2=CC=CC=C2